2-[ETHYL(2-HYDROXYETHYL)AMINO]ACETALDEHYDE C(C)N(CC=O)CCO